(S)-1-(2-methylpiperidin-1-yl)-2-(4-phenyl-3,4-dihydroquinoxaline-1(2H)-yl)ethan-1-one C[C@@H]1N(CCCC1)C(CN1CCN(C2=CC=CC=C12)C1=CC=CC=C1)=O